BrC1=CC=C(C=C1)C(C)(C#C)C=1N=C(SC1)NC(=O)NCCN1CCOCC1 1-(4-(2-(4-bromophenyl)-but-3-yn-2-yl)thiazol-2-yl)-3-(2-morpholinoethyl)-urea